methyl 6-(2-(2-((6-(4-fluoro-3-((3-(((4-methyl-5-(pyrimidin-4-yl)-4H-1,2,4-triazol-3-yl)methyl)amino)benzamido)methyl)phenoxy)hexyl)oxy)ethoxy)ethoxy)hexanoate FC1=C(C=C(OCCCCCCOCCOCCOCCCCCC(=O)OC)C=C1)CNC(C1=CC(=CC=C1)NCC1=NN=C(N1C)C1=NC=NC=C1)=O